CCC(CC)NC(=O)C=1SC=CC1 N-(pentan-3-yl)thiophene-2-carboxamide